CON(C(N(CC1=C(C=CC=C1)CNC)CC(=O)NC=1C=C2CC3(C(NC4=NC=CC=C43)=O)CC2=CC1)=O)C 2-(3-Methoxy-3-methyl-1-(2-((methylamino)methyl)benzyl)ureido)-N-(2'-oxo-1,1',2',3-tetrahydrospiro[indene-2,3'-pyrrolo[2,3-b]pyridin]-5-yl)acetamide